silylaminopropyltriethoxysilane [SiH3]NCCC[Si](OCC)(OCC)OCC